2-(3-(trifluoromethyl)phenyl)-6,7-dihydrooxazolo[5,4-D]pyrrolo[1,2-a]pyrimidin-9(5H)-one FC(C=1C=C(C=CC1)C=1OC=2N=C3N(C(C2N1)=O)CCC3)(F)F